ClC1=C(C=C(C=C1)C(CCC(C)(C)C)=O)OC 1-(4-chloro-3-methoxyphenyl)-4,4-dimethylpentan-1-one